BrC=1N=C2C(=NC1)NC=C2C 2-bromo-7-methyl-5H-pyrrolo[2,3-b]pyrazine